6-chloro-1-isopropyl-1H-pyrrolo[2,3-b]Pyridine ClC1=CC=C2C(=N1)N(C=C2)C(C)C